OC(CN(CCCCC(=O)OCCN1CCN(CC1)CCSSCCCCN(CC(CCCCCC\C=C/C\C=C/CCCCC)O)CC(CCCCCC\C=C/C\C=C/CCCCC)O)CC(CCCCCCCCCC)O)CCCCCCCCCC 2-(4-(2-((4-(Bis((9Z,12Z)-2-hydroxyoctadeca-9,12-dien-1-yl)amino)butyl)disulfaneyl)ethyl)piperazin-1-yl)ethyl 5-(bis(2-hydroxydodecyl)amino)pentanoate